FC1=C2C(NC=NC2=CC=C1CC(=O)[O-])=O 5-fluoro-4-oxo-3,4-dihydroquinazoline-6-acetate